NC=1C=C(C=C(C1)C(F)(F)F)[C@@H](C)NC1=NC(=NC2=C3C(=C(C=C12)O[C@@H]1COCC1)O[C@@H](C3)C)C |&1:31| (R/S)-N-((R)-1-(3-amino-5-(trifluoromethyl)phenyl)ethyl)-2,8-dimethyl-6-(((S)-tetrahydrofuran-3-yl)oxy)-8,9-dihydrofuro[2,3-h]quinazolin-4-amine